S(N)(OC[C@@H]1[C@H](C[C@@H](C1)NC1=NC=NC=C1C(=O)C=1SC(=C(C1)[S@](=O)C1=CC(=CC=C1)C(F)(F)F)C)O)(=O)=O [(1R,2S,4R)-2-hydroxy-4-({5-[(5-methyl-4-{(R)-[3-(trifluoromethyl)phenyl] sulfinyl}-2-thienyl)carbonyl]pyrimidin-4-yl}amino)cyclopentyl]methyl sulfamate